rac-benzyl ((2S,3R,4R)-1-acetyl-3-methyl-8-oxo-2-propyl-1,2,3,4,7,8-hexahydro-1,7-naphthyridin-4-yl)carbamate C(C)(=O)N1[C@H]([C@@H]([C@H](C=2C=CNC(C12)=O)NC(OCC1=CC=CC=C1)=O)C)CCC |r|